N[C@H]1CN(CCC1)C1=CC(N(C(N1CC#CC)=O)CC=1N=C(SC1)Cl)=O (R)-6-(3-aminopiperidin-1-yl)-1-(but-2-yn-1-yl)-3-((2-chlorothiazol-4-yl)methyl)pyrimidine-2,4(1H,3H)-dione